6-(1H-indazol-5-yl)-N-(3-methoxy-4-morpholinophenyl)-[1,2,4]triazolo[4,3-a]pyrazin-8-amine N1N=CC2=CC(=CC=C12)C=1N=C(C=2N(C1)C=NN2)NC2=CC(=C(C=C2)N2CCOCC2)OC